5-((5-isopropyl-2-((2,2,2-trifluoro-ethyl)amino)pyridin-4-yl)oxy)pyrimidine-2,4-diamine C(C)(C)C=1C(=CC(=NC1)NCC(F)(F)F)OC=1C(=NC(=NC1)N)N